C(C)(C)[Si](OCCC1=C(C=O)C=CC=C1)(C(C)C)C(C)C 2-(2-((Triisopropylsilyl)oxy)ethyl)benzaldehyde